1-cyclopentyl-2-propyne C1(CCCC1)CC#C